C1(=CC=CC=C1)C1=C(C(=C2C=CC=CC2=C1)O)C=1C(=C2C=CC=CC2=CC1C1=CC=CC=C1)O (2R)-3,3'-diphenyl-[2,2'-binaphthyl]-1,1'-diol